C1(=CC=CC=C1)N1C2=CC=CC=C2C=2C=C(C=CC12)C=1C=CC2=C(C3=C(O2)C=CC=C3OS(=O)(=O)C(F)(F)F)C1 triflic acid-8-(9-phenyl-9H-carbazol-3-yl)-dibenzofuran-1-ylester